5-(2-(6-(4-methylpiperazin-1-yl)pyridin-3-ylamino)-5-(trifluoromethyl)pyrimidin-4-ylamino)benzo[d]oxazol-2(3H)-one CN1CCN(CC1)C1=CC=C(C=N1)NC1=NC=C(C(=N1)NC=1C=CC2=C(NC(O2)=O)C1)C(F)(F)F